2-(4-chlorophenoxy)-N-{3-[2-(4-methylphenoxy)acetylamino]bicyclo-[1.1.1]pentan-1-yl}acetamide ClC1=CC=C(OCC(=O)NC23CC(C2)(C3)NC(COC3=CC=C(C=C3)C)=O)C=C1